5-bromo-3-(trifluoromethyl)pyrazole BrC1=CC(=NN1)C(F)(F)F